1,1'-oxybis[2-iodoethane] O(CCI)CCI